[Au].[Al].[Fe] iron-aluminum-gold